(Z)-1-(2-methoxy-4-(1-(4-(trifluoromethoxy)phenyl)-1H-1,2,4-triazol-3-yl)phenyl)-3-(3-(5-methyl-2-(3,3,3-trifluoropropoxy)phenyl)-4-oxothiazolidin-2-ylidene)urea COC1=C(C=CC(=C1)C1=NN(C=N1)C1=CC=C(C=C1)OC(F)(F)F)NC(=O)\N=C\1/SCC(N1C1=C(C=CC(=C1)C)OCCC(F)(F)F)=O